C1=C(C=CC2=CC=CC=C12)OCCCCC(=O)NC1=C(C(=O)NC2=CC=C(C(=O)O)C=C2)C=CC=C1 4-(2-(5-(naphthalene-2-oxy)pentanoylamino)benzoylamino)benzoic acid